CN(CCCNC(=O)N)C 3-Dimethylaminopropylurea